NCC1=CC(=C(C(=C1)C)NC(=O)C1=CC2=C(OCCC3=C2SC=C3)C=C1C=1C(=NC(=CC1)C(=O)N1[C@@H](CCC1)C(N)=O)C(=O)O)C (S)-3-(9-((4-(aminomethyl)-2,6-dimethylphenyl)carbamoyl)-4,5-dihydrobenzo[b]thieno[2,3-d]oxepin-8-yl)-6-(2-carbamoylpyrrolidine-1-carbonyl)picolinic acid